ClC=1C=C(C=CC1)[C@@H](CO)NC(=O)C=1OC=C(N1)C1=NC(=NC=C1C)NC1=C(C=CC(=C1)OC)OC (S)-N-(1-(3-chlorophenyl)-2-hydroxyethyl)-4-(2-((2,5-dimethoxyphenyl)amino)-5-methylpyrimidin-4-yl)oxazole-2-carboxamide